C1(=CC=CC=C1)N=C=O Phenylisocyanate